6-(4-((6-methoxypyridin-3-yl)oxy)piperidin-1-yl)-N,5-dimethylpyrimidin-4-amine COC1=CC=C(C=N1)OC1CCN(CC1)C1=C(C(=NC=N1)NC)C